BrC1=CC=C(C=C1)C=1OC(C(N1)=CC1=CSC=C1)=O 2-(4-bromophenyl)-4-(thiophen-3-ylmethylene)oxazol-5(4H)-one